5-(3-iodobenzoyl)-3-(1-isopropyl-1,2,3,6-tetrahydropyridin-4-yl)-1H-indole IC=1C=C(C(=O)C=2C=C3C(=CNC3=CC2)C=2CCN(CC2)C(C)C)C=CC1